O1CCN(CC1)S(=O)(=O)C=1C=NC2=CC=C(C=C2C1NC1=C(C(=O)O)C=CC=C1)NC=1OC=CN1 2-[[3-morpholinosulfonyl-6-(oxazol-2-ylamino)-4-quinolinyl]amino]benzoic acid